C(C)C/1(CN(CC\C1=C/F)C)CO (E)-(3-ethyl-4-(fluoromethylene)-1-methylpiperidin-3-yl)methanol